ethyl 4-(1-(3-fluoro-4-(trifluoromethyl) phenyl) vinyl)-3-methyl-1-(4-methylbenzene-1-sulfonyl)-1H-pyrrole-2-carboxylate FC=1C=C(C=CC1C(F)(F)F)C(=C)C=1C(=C(N(C1)S(=O)(=O)C1=CC=C(C=C1)C)C(=O)OCC)C